C(C(=C)C)(=O)OCCC[Si](OCCC)(OCCC)OCCC 3-methacryloxy-propyltris(propoxy)silane